2,3-di(methoxyl-methoxy)benzaldehyde O(C)COC1=C(C=O)C=CC=C1OCOC